(E)-N'-(4-bromo-2-iodonaphthalen-1-yl)-N,N-dimethylmethanimidamide BrC1=CC(=C(C2=CC=CC=C12)/N=C/N(C)C)I